tert-butyl (1-(but-3-yn-2-ylcarbamoyl) piperidin-4-yl)carbamate CC(C#C)NC(=O)N1CCC(CC1)NC(OC(C)(C)C)=O